6-methoxy-4-(trifluoromethyl)-2,3-dihydro-isoindol-1-one COC1=CC(=C2CNC(C2=C1)=O)C(F)(F)F